(3-((1H-benzo[d]imidazol-1-yl)methyl)bicyclo[1.1.1]pentan-1-yl)(5-(3,5-difluorophenyl)-4,5-dihydro-1H-pyrazol-1-yl)methanone N1(C=NC2=C1C=CC=C2)CC21CC(C2)(C1)C(=O)N1N=CCC1C1=CC(=CC(=C1)F)F